2-Hydroxy-pyridin-4-yl 3-deoxy-3-[4-(3,4,5-trifluorophenyl)-1H-1,2,3-triazol-1-yl]-1-thio-α-D-galactopyranoside FC=1C=C(C=C(C1F)F)C=1N=NN(C1)[C@@H]1[C@H]([C@@H](SC2=CC(=NC=C2)O)O[C@@H]([C@@H]1O)CO)O